6-[4-[5-[2-(3-Ethoxyphenyl)ethynyl]pyridine-3-carbonyl]piperazin-1-yl]-N-[4-(2-phenylsulfanylethylamino)-3-(trifluoromethyl)phenyl]sulfonylpyridazine-3-carboxamide C(C)OC=1C=C(C=CC1)C#CC=1C=C(C=NC1)C(=O)N1CCN(CC1)C1=CC=C(N=N1)C(=O)NS(=O)(=O)C1=CC(=C(C=C1)NCCSC1=CC=CC=C1)C(F)(F)F